3'-deoxy-3',4'-didehydro-uridine [C@@H]1([C@H](O)C=C(CO)O1)N1C(=O)NC(=O)C=C1